tert-butyl-N-[4-[(3-iodo-7-morpholino-1,6-naphthyridin-5-yl)oxy]cyclohexyl]-N-methyl-carbamate C(C)(C)(C)OC(N(C)C1CCC(CC1)OC1=C2C=C(C=NC2=CC(=N1)N1CCOCC1)I)=O